ClC1=C2C(=NNC2=CC=C1)NCC1=CC=C(C(=O)N2CCN(CC2)C(=O)C2CCC(CC2)C(=O)NO)C=C1 4-(4-(4-(((4-Chloro-1H-indazol-3-yl)amino)methyl)benzoyl)piperazine-1-carbonyl)-N-hydroxycyclohexane-1-carboxamide